5-butyl-1,2,4-oxadiazole C(CCC)C1=NC=NO1